(Z)-1-(2,6-difluoro-4-(1-(4-(trifluoromethoxy)phenyl)-1H-1,2,4-triazol-3-yl)phenyl)-3-(3-(2-(1-methoxyethyl)-5-methylphenyl)-4-oxothiazolidin-2-ylidene)urea FC1=C(C(=CC(=C1)C1=NN(C=N1)C1=CC=C(C=C1)OC(F)(F)F)F)NC(=O)\N=C\1/SCC(N1C1=C(C=CC(=C1)C)C(C)OC)=O